ClC1=CC(=NC=2N1N=C(C2)[C@H]2N(CCOC2)C(=O)OC(C)(C)C)C2CC2 tert-butyl (3R)-3-(7-chloro-5-cyclopropylpyrazolo[1,5-a]pyrimidin-2-yl)morpholine-4-carboxylate